FC=1C(=CC2=C(C(NC=3CN(C[C@@H](C23)NC)C(=O)OC(C)(C)C)=O)C1)F |r| racemic-tert-butyl 8,9-difluoro-1-(methylamino)-6-oxo-1,4,5,6-tetrahydrobenzo[c][1,7]naphthyridine-3(2H)-carboxylate